ClC=1C=C(C=CC1F)S1C[C@@H](CN2C(N=C(C3=CC(=CC1=C23)C(F)(F)F)N2C[C@@H](N[C@@H](C2)C)C)=O)OCCOC (R)-l-1-(3-chloro-4-fluorophenyl)-8-((3S,5R)-3,5-dimethylpiperazin-1-yl)-3-(2-methoxyethoxy)-10-(trifluoromethyl)-3,4-dihydro-2H,6H-[1,4]thiazepino[2,3,4-ij]quinazolin-6-one